C(CCC)P(CCP(CCCC)CCCC)CCCC 1,2-bis(dibutylphosphino)ethane